ClC1=C(C=CC(=C1)F)C1(CC1)C1=NOC(=N1)C1=NN(C(=C1C)C(F)F)CCS(=O)(=O)C 3-(1-(2-chloro-4-fluorophenyl)cyclopropyl)-5-(5-(difluoromethyl)-4-methyl-1-(2-(methylsulfonyl)ethyl)-1H-pyrazol-3-yl)-1,2,4-oxadiazole